(R)-1-cyclopropyl-3-(5-(2-(2,5-difluorophenyl)-4-oxopyrrolidin-1-yl)pyrazolo[1,5-a]pyrimidin-3-yl)thiourea C1(CC1)NC(=S)NC=1C=NN2C1N=C(C=C2)N2[C@H](CC(C2)=O)C2=C(C=CC(=C2)F)F